FC1=CC=C(C=C1)N1N=CN(C1)C(=O)C=1SC=CC1 2-(4-fluorophenyl)-4-(thiophene-2-carbonyl)-2,4-dihydro-3H-1,2,4-triazole